1-Cyclopropyl-N-(2-fluoro-5-((1s,3s)-3-methyl-1-(4-methyl-4H-1,2,4-triazol-3-yl)cyclobutyl)phenyl)-5-((isobutylamino)methyl)-2-oxo-1,2-dihydropyridine-3-carboxamide C1(CC1)N1C(C(=CC(=C1)CNCC(C)C)C(=O)NC1=C(C=CC(=C1)C1(CC(C1)C)C1=NN=CN1C)F)=O